2,2-difluoro-N-(2-(3-hydroxypyrrolidin-1-yl)ethyl)-11-oxo-11H-[1,3]dioxolo[4,5-g]pyrido[2,1-b]quinazoline-6-carboxamide FC1(OC=2C(=CC=3C(N4C(=NC3C2)C(=CC=C4)C(=O)NCCN4CC(CC4)O)=O)O1)F